C(C)(=O)N1C[C@@H](CC1)C(=O)NC(=N)[C@H]1N2C(N([C@H](CC1)C2)O[Si](C)(C)C(C)(C)C)=O (3R)-1-acetyl-N-(((2S,5R)-6-((tert-butyldimethylsilyl)oxy)-7-oxo-1,6-diazabicyclo[3.2.1]octan-2-yl)(imino)methyl)pyrrolidine-3-carboxamide